7-(5-bromo-1-ethanesulfonyl-1H-indol-6-yl)-1,5-dimethyl-1,5-dihydro-pyrazolo[4,3-c]pyridin-4-one BrC=1C=C2C=CN(C2=CC1C=1C2=C(C(N(C1)C)=O)C=NN2C)S(=O)(=O)CC